[Ag].[Sn].[Au] gold-tin-silver